C[Si](CCC(=O)[O-])(C)C 3-(trimethylsilyl)-propanoate